C(C1=CC=CC=C1)N1CCC2(CC1)C(C=1C(=NC(=CC1)C)C2)=O benzyl-2-methyl-spiro[cyclopenta[b]pyridin-6,4'-piperidin]-5(7H)-one